1-(benzyloxy)-4-(chloromethyl)-2-(2-cyclopropylethoxy)-5-iodobenzene C(C1=CC=CC=C1)OC1=C(C=C(C(=C1)I)CCl)OCCC1CC1